N-ethyl-perfluorooctyl-sulfonamidoethanol C(C)N(S(=O)(=O)C(C(C(C(C(C(C(C(F)(F)F)(F)F)(F)F)(F)F)(F)F)(F)F)(F)F)(F)F)C(C(F)(F)F)(O)F